3-butyl-4,5,6,7-tetrahydro-1(3H)-isobenzofuranone C(CCC)C1OC(C=2CCCCC12)=O